N1N=CC(=C1)C=1SC=C(N1)C(=O)NC1=CC(=CC=C1)C(F)(F)F 2-(1H-pyrazol-4-yl)-N-(3-(trifluoromethyl)phenyl)thiazole-4-carboxamide